N-[2-chloro-3-(4,4,5,5-tetramethyl-1,3,2-dioxaborolan-2-yl)phenyl]-4-oxo-6,7-dihydro-5H-pyrazolo[1,5-a]pyridine-2-carboxamide ClC1=C(C=CC=C1B1OC(C(O1)(C)C)(C)C)NC(=O)C1=NN2C(C(CCC2)=O)=C1